(S)-quinuclidin-3-yl ((R)-6-fluoro-5-(3-isopropoxyphenyl)-2,2-dimethyl-2,3-dihydro-1H-inden-1-yl)carbamate FC1=C(C=C2CC([C@H](C2=C1)NC(O[C@@H]1CN2CCC1CC2)=O)(C)C)C2=CC(=CC=C2)OC(C)C